C(=O)O.C(\C=C(/C)\CCC=C(C)C)N geranylamine formate